2,2-dimethoxy-2-{2-[(2-methylphenoxy)methyl]phenyl}acetic acid methyl ester COC(C(C1=C(C=CC=C1)COC1=C(C=CC=C1)C)(OC)OC)=O